2-amino-N-((6-(difluoromethyl)-3-pyridazinyl)methyl)-3-methyl-N-((1R)-1-(2-pyrimidinyl)ethyl)-6-quinolinecarboxamide NC1=NC2=CC=C(C=C2C=C1C)C(=O)N([C@H](C)C1=NC=CC=N1)CC=1N=NC(=CC1)C(F)F